(S)-3-(4-(6-amino-1H-pyrrolo[2,3-b]pyridin-4-yl)-3-methyl-3,6-dihydropyridin-1(2H)-yl)-3-oxopropanenitrile NC1=CC(=C2C(=N1)NC=C2)C=2[C@@H](CN(CC2)C(CC#N)=O)C